propylene glycol di-n-hexyl ether C(CCCCC)OCC(C)OCCCCCC